C12CN(CC(CC1)O2)C=2C=CC(=NC2)N2N=CC(=C2)C(=O)NC2=CC(=CC(=C2)NS(=O)(=O)C)Cl 1-(5-(8-oxa-3-azabicyclo[3.2.1]octan-3-yl)pyridin-2-yl)-N-(3-chloro-5-(methylsulfonamido)phenyl)-1H-pyrazole-4-carboxamide